COCOC1=CC=C(C=C1)C=CC=O 3-(4-(methoxymethoxy)phenyl)prop-2-en-1-one